BrCCCCCCCCCCO 10-bromo-1-decanol